benzo[4,5]imidazo[1,2-a]piperidine C1CCCC=2N1C1=C(N2)C=CC=C1